ClC1=CC(=C(COC2=CC=CC(=N2)C2CCN(CC2)CC2=NC3=C(N2CCN2C(OCCC2)=O)C=C(C=C3)C(=O)O)C=C1)F 2-[(4-{6-[(4-chloro-2-fluorobenzyl)oxy]pyridin-2-yl}piperidin-1-yl)methyl]-1-[2-(2-oxo-1,3-oxazinan-3-yl)ethyl]-1H-benzimidazole-6-carboxylic acid